C(CC)C1=CC=C(C=C1)P(C(C1=C(C=CC=C1Cl)Cl)=O)(C(C1=C(C=CC=C1Cl)Cl)=O)=O 4-n-propylphenyl-di(2,6-dichlorobenzoyl)phosphine oxide